CC1(C(C(=C(C(=C1[2H])[2H])[2H])[2H])(C1=C(C(=C(C(=C1)[2H])[2H])[2H])[2H])C)[2H] dimethyl-(biphenyl-d9)